BrC=1C=C(C=2N(C1)C[C@H](N2)C)C(=O)N[C@H](C)C2=C(C(=CC=C2)C(F)F)F (R)-6-bromo-N-((R)-1-(3-(difluoromethyl)-2-fluorophenyl)ethyl)-2-methyl-2,3-dihydroimidazo[1,2-a]pyridine-8-carboxamide